2-Ethyldodecanal C(C)C(C=O)CCCCCCCCCC